(R)-2,2-dimethyl-5-(trifluoromethyl)oxazolidine-5-carboxamide (R)-2-hydroxysuccinate O[C@@H](C(=O)O)CC(=O)O.CC1(O[C@](CN1)(C(=O)N)C(F)(F)F)C